3-chloro-N-(3-(2-methoxyphenylethyl)-4-oxo-3,4-dihydro-quinazolin-5-yl)-4-((2-(trimethylsilyl)ethoxy)methoxy)benzamide ClC=1C=C(C(=O)NC2=C3C(N(C=NC3=CC=C2)CCC2=C(C=CC=C2)OC)=O)C=CC1OCOCC[Si](C)(C)C